N1N=CC2=C(C=CC=C12)CN1N=CC2=C(C1=O)N(C1=C2SC(=N1)NCC1=CC=CC=C1)C 6-((1H-indazol-4-yl)methyl)-2-(benzylamino)-4-methyl-4,6-dihydro-5H-thiazolo[5',4':4,5]pyrrolo[2,3-d]pyridazin-5-one